C(C=C)(=O)O.C(CC)(=O)O.C(CC)(=O)O dipropionic acid acrylate